Cl.C1N(CC12CCNCC2)C2=NC=NC=C2OC2=C(C(=O)N(C1=CC=CC=C1)C1=CC=CC=C1)C=C(C=C2)F 2-((4-(2,7-Diazaspiro[3.5]non-2-yl)pyrimidin-5-yl)oxy)-5-fluoro-N,N-diphenylbenzamide hydrochloride